6-(trifluoromethyl)pyrazolo[1,5-a]pyridin FC(C=1C=CC=2N(C1)N=CC2)(F)F